4-[7-fluoro-5-(6-hydroxy-2,7-dimethyl-indazol-5-yl)indazol-2-yl]piperidine-1-carboxylic acid tert-butyl ester C(C)(C)(C)OC(=O)N1CCC(CC1)N1N=C2C(=CC(=CC2=C1)C1=CC2=CN(N=C2C(=C1O)C)C)F